FC1(CC=C(CC1)S1CC(CN2C(N=CC3=CC(=CC1=C23)C(F)(F)F)=O)C2=CC=NC=C2)F 1-(4,4-difluorocyclohex-1-en-1-yl)-3-(pyridin-4-yl)-10-(trifluoromethyl)-3,4-dihydro-2H,6H-[1,4]thiazepino[2,3,4-ij]quinazolin-6-one